(4-(4-(((tetrahydro-2H-pyran-2-yl)oxy)methyl)-1H-1,2,3-triazol-1-yl)-2-(trifluoromethyl)phenyl)methylamine O1C(CCCC1)OCC=1N=NN(C1)C1=CC(=C(C=C1)CN)C(F)(F)F